Methyl O-(tert-butyldimethylsilyl)-N-(2-(4-((2-methoxyethyl)carbamoyl)phenyl)thiazole-4-carbonyl)-L-seryl-L-serinate [Si](C)(C)(C(C)(C)C)OC[C@H](NC(=O)C=1N=C(SC1)C1=CC=C(C=C1)C(NCCOC)=O)C(=O)N[C@@H](CO)C(=O)OC